N(=[N+]=[N-])C(C1=C(OC(=C1)C1=CC=CC=C1)C)C1=CC=CC=C1 3-(azido(phenyl)methyl)-2-methyl-5-phenylfuran